[F-].C(CCCCCCCCC)[N+]1=C(C=CC=C1)CCC 1-Decyl-2-propylpyridinium fluorid